1-O-(2-methoxy-4Z-hexadecenyl)-sn-glycero-3-phosphocholine CCCCCCCCCCC/C=C\CC(COC[C@H](COP(=O)([O-])OCC[N+](C)(C)C)O)OC